3,3,3-trifluoropropylchlorodiethoxysilane FC(CC[Si](OCC)(OCC)Cl)(F)F